C(C)(C)(C)OC(=O)N1CC(C(C1)CC#N)(F)F 4-(Cyanomethyl)-3,3-difluoro-pyrrolidine-1-carboxylic acid tert-butyl ester